C=1C=2C3=C(C=CCN3CC1)C=C1C=CC(OC12)=O 5H,11H-[1]benzopyrano[6,7,8-ij]quinolizin-11-one